CN1C(C2=CC=C(C=C2C1)NC1=CC=C(C=C1)N1CCC(CC1)C)=O 2-methyl-5-((4-(4-methylpiperidin-1-yl)phenyl)amino)isoindolin-1-one